tert-butyl 6-[4-(trifluoromethyl)phenyl]-2-azaspiro[3.3]hept-5-ene-2-carboxylate FC(C1=CC=C(C=C1)C1=CC2(CN(C2)C(=O)OC(C)(C)C)C1)(F)F